3-(2-Bromoethoxy)thiophene-2-carbaldehyde BrCCOC1=C(SC=C1)C=O